6-fluoro-1-(4-(morpholinomethyl)phenyl)-1,4-dihydrothiochromeno[4,3-c]pyrazole-3-carboxamide 5,5-dioxide FC1=CC=CC2=C1S(CC1=C2N(N=C1C(=O)N)C1=CC=C(C=C1)CN1CCOCC1)(=O)=O